C(C1=CC=CC=C1)(C1=CC=CC=C1)N1CC(N(CC1)C(=O)C=1C=C2CN(C(C2=C(C1)F)=O)C1C(NC(CC1)=O)=O)C(F)(F)F 3-(5-(4-benzhydryl-2-(trifluoromethyl)piperazine-1-carbonyl)-7-fluoro-1-oxoisoindolin-2-yl)piperidine-2,6-dione